6,6-dimethyl-5-oxo-4-(thiophen-3-ylmethyl)-5,6-dihydro-4H-thieno[3,2-b]pyrrole-2-carbonitrile CC1(C2=C(N(C1=O)CC1=CSC=C1)C=C(S2)C#N)C